S1C=NC2=C1C=CC(=C2)NC2=CC=NC1=CC=C(C=C21)C2=C(C=C(CN1C[C@H]3CC[C@@H](C1)N3C(=O)OC(C)(C)C)C=C2)F tert-butyl (1R,5S)-3-(4-(4-(benzo[d]thiazol-5-ylamino)quinolin-6-yl)-3-fluorobenzyl)-3,8-diazabicyclo[3.2.1]octane-8-carboxylate